(2E)-3-(2-bromopyridin-3-yl)prop-2-enoic acid ethyl ester C(C)OC(\C=C\C=1C(=NC=CC1)Br)=O